4-(4-((1R,5S)-3,8-Diazabicyclo[3.2.1]octan-3-yl)-2-(((S)-1-(methyl-d3)pyrrolidin-2-yl)methoxy)-5,8-dihydropyrido[3,4-d]pyrimidin-7(6H)-yl)-5,6-difluoronaphthalen-2-ol [C@H]12CN(C[C@H](CC1)N2)C=2C1=C(N=C(N2)OC[C@H]2N(CCC2)C([2H])([2H])[2H])CN(CC1)C1=CC(=CC2=CC=C(C(=C12)F)F)O